tert-butyl 4-(2-(2,7-dimethyl-2H-indazol-5-yl)-4-oxo-3,4-dihydroquinazolin-7-yl)piperazine-1-carboxylate CN1N=C2C(=CC(=CC2=C1)C1=NC2=CC(=CC=C2C(N1)=O)N1CCN(CC1)C(=O)OC(C)(C)C)C